C(#N)C1=CC=C(CCN[C@H](C(=O)C2=CNC3=CC(=CC=C23)C(=O)NCCCS(=O)(=O)C)C2=CC=CC=C2)C=C1 |r| (S)- and (R)-3-(2-((4-cyanophenethyl)amino)-2-phenylacetyl)-N-(3-(methylsulfonyl)propyl)-1H-indole-6-carboxamide